C(#N)[C@H]1N([C@H]2C[C@H]2C1)C(CNC(=O)C1=CC=NC2=CC=C(C=C12)C(C)(C)OC)=O N-(2-((1S,3S,5S)-3-cyano-2-azabicyclo[3.1.0]hex-2-yl)-2-oxoethyl)-6-(2-methoxypropan-2-yl)quinoline-4-carboxamide